({6-[(1,3-benzothiazol-2-yl)amino]-5-methylpyridazin-3-yl}[4-(ethoxycarbonyl)-1,3-thiazol-2-yl]amino)butanoic acid S1C(=NC2=C1C=CC=C2)NC2=C(C=C(N=N2)N(C=2SC=C(N2)C(=O)OCC)C(C(=O)O)CC)C